COCC1=CC=C(C(=O)O)C=C1 4-methoxymethylbenzoic acid